FC1=C(C(=O)C2=CC=C(C(=O)NC3=C(C=CC=C3)NC(=O)C3=CC=NC=C3)C=C2)C(=CC=C1OC)OC N-{2-[4-(2-fluoro-3,6-dimethoxybenzoyl)benzamido]phenyl}pyridine-4-carboxamide